FC=1C=CC=2C=3N(C(=NC2C1)N[C@H]1C(NCCCC1)=O)N=C(N3)C3=CC=C(C=C3)OC (3R)-3-{[8-fluoro-2-(4-methoxyphenyl)[1,2,4]triazolo[1,5-c]quinazolin-5-yl]amino}azepan-2-one